N-{[3-(8-{[(3S,4R)-3-fluoro-1-methylpiperidin-4-yl]amino}-3-[(trifluoromethyl)sulfanyl]indolizin-2-yl)-1,2,4-oxadiazol-5-yl]methyl}-1-methyl-3-oxo-2,4-dihydroquinoxaline-6-carboxamide F[C@H]1CN(CC[C@H]1NC1=CC=CN2C(=C(C=C12)C1=NOC(=N1)CNC(=O)C=1C=C2NC(CN(C2=CC1)C)=O)SC(F)(F)F)C